C/C(/CO)=C\CCC(C=C)=C (2e)-2-methyl-6-methylene-octa-2,7-dien-1-ol